5-((2-chlorophenyl)amino)-3-mercaptoisothiazole-4-carbonitrile ClC1=C(C=CC=C1)NC1=C(C(=NS1)S)C#N